OC=1C(=C(C(=CC1)C)C1=C(C2=C(N=C1)NC(=C2)C=2C=C1C(=NC2)NN=C1)C#N)C (S)-5-(3-hydroxy-2,6-dimethylphenyl)-2-(1H-pyrazolo[3,4-b]pyridin-5-yl)-1H-pyrrolo[2,3-b]pyridine-4-carbonitrile